CN(P(O)(=O)N1CC(C1)N1N=CC(=C1)C=1N=C(C=2N(C1)N=CC2)C=2C=NN(C2)C(CC)CC)C N,N-dimethyl-P-(3-(4-(4-(1-(pentan-3-yl)-1H-pyrazol-4-yl)pyrazolo[1,5-a]pyrazin-6-yl)-1H-pyrazol-1-yl)azetidin-1-yl)phosphonic amide